ClC=1C(=NC=CC1)N1N=C(C=C1C(=O)O)C(F)F 2-(3-chloropyridin-2-yl)-5-difluoromethyl-2H-pyrazole-3-carboxylic acid